COC=1C=C(C=CC1)NC(C(C)(C)C)=O N-(3-methoxyphenyl)-2,2-dimethyl-propanamide